3-[5-[3-[4-(4-bromophenyl)piperazin-1-yl]azetidin-1-yl]-7-methoxy-1-oxo-isoindolin-2-yl]piperidine BrC1=CC=C(C=C1)N1CCN(CC1)C1CN(C1)C=1C=C2CN(C(C2=C(C1)OC)=O)C1CNCCC1